ClC1=CC=C(C=C1)C1(CCN(CC1)C(=O)OC(C)(C)C)NS(=O)(=O)C1=CC(=C(C=C1)OC(F)(F)F)[N+](=O)[O-] tert-butyl 4-(4-chlorophenyl)-4-[[3-nitro-4-(trifluoromethoxy)phenyl]sulfonylamino]piperidine-1-carboxylate